methacrylyl-dodecylpyridinium C(C(=C)C)(=O)C1=[N+](C=CC=C1)CCCCCCCCCCCC